Tert-butyl 2-((5-chloro-2-(1H-tetrazol-5-yl) phenyl) amino)-2-oxoacetate ClC=1C=CC(=C(C1)NC(C(=O)OC(C)(C)C)=O)C1=NN=NN1